4-Amino-N-ethyl-N-(1-(pyrazolo[1,5-a]pyridin-2-yl)ethyl)-1,3-dihydrofurano[3,4-c]quinolin-8-carboxamide NC1=NC=2C=CC(=CC2C2=C1COC2)C(=O)N(C(C)C2=NN1C(C=CC=C1)=C2)CC